S(C)(=O)(=O)O.N[C@@H](C(C)C)C(=O)O valine mesylate